(1S,3S)-3-((6-(5-(((Isobutoxy-carbonyl)amino)methyl)-1-methyl-1H-pyrazol-4-yl)-2-methylpyridin-3-yl)oxy)cyclohexan C(C(C)C)OC(=O)NCC1=C(C=NN1C)C1=CC=C(C(=N1)C)OC1CCCCC1